O1C=NC=C1CC=1C=C(CNCCCCOCCNC=2C=3C=NNC3C=C(C2)N2C=NN=C2)C=C(C1)OC(F)(F)F N-(2-(4-((3-(oxazol-5-ylmethyl)-5-(trifluoromethoxy)benzyl)amino)butoxy)ethyl)-6-(4H-1,2,4-triazol-4-yl)-1H-indazol-4-amine